CN(CCOC1=C(C(=O)NC=2C=CC=C3C=CC=NC23)C=CC=C1C)C 2-(dimethylamino)ethoxyl-3-methyl-N-(quinolin-8-yl)benzamide